N-(2-oxoindolin-6-yl)nicotinamide O=C1NC2=CC(=CC=C2C1)NC(C1=CN=CC=C1)=O